O=C1NC(CCC1N1C(C2=CC=CC(=C2C1)N(C1CCC(CC1)NC(OC(C)(C)C)=O)CCC1CCOCC1)=O)=O tert-butyl ((1r,4r)-4-((2-(2,6-dioxopiperidin-3-yl)-1-oxoisoindolin-4-yl)(2-(tetrahydro-2H-pyran-4-yl)ethyl)amino)cyclohexyl)carbamate